[Na].C(CC)C=COOC(C(F)(F)F)(F)F perfluoroethoxy propyl-vinyl ether sodium